C(C)(C)(C)OC(=O)C(C(=O)O)(CCCCC(=O)OC(C)(C)C)N 2,6-di-tert-butoxycarbonyl-aminocaproic acid